FC=1C(=NN2C1N=C(C=C2)C(C)=O)C 1-(3-fluoro-2-methylpyrazolo[1,5-a]pyrimidin-5-yl)ethan-1-one